acryloyloxypropyl-trimethylammonium bis(trifluoromethanesulfonyl)imide [N-](S(=O)(=O)C(F)(F)F)S(=O)(=O)C(F)(F)F.C(C=C)(=O)OCCC[N+](C)(C)C